4-(4-(piperazin-1-yl)pyrido[4,3-d]pyrimidin-7-yl)naphthalen-2-ol bis(2,2,2-trifluoroacetate) FC(C(=O)O)(F)F.FC(C(=O)O)(F)F.N1(CCNCC1)C=1C2=C(N=CN1)C=C(N=C2)C2=CC(=CC1=CC=CC=C21)O